4-(isoquinolin-5-yl)-6-(piperidin-4-yl)-N-(3-(trifluoromethyl)phenyl)-1,3,5-triazin-2-amine C1=NC=CC2=C(C=CC=C12)C1=NC(=NC(=N1)C1CCNCC1)NC1=CC(=CC=C1)C(F)(F)F